(S)-2-amino-3-(oxazol-5-yl)butyric acid N[C@H](C(=O)O)C(C)C1=CN=CO1